[Na].[C@@H]1([C@H](O)[C@H](O)[C@@H](CO)O1)N1C(=O)N=C(N)C=C1 cytidine sodium salt